ClC1=CC2=C(N(C(CC(N2C2=CC=CC=C2)=O)=O)C)C=C1 7-Chloro-1-methyl-5-phenyl-1,5-benzodiazepine-2,4(3H)-dione